C1(CC1)COC=1C=CC2=C(C(=C(S2)C)C(=O)NC(C(=O)N)(C)C)C1 2-{[5-(cyclopropylmethoxy)-2-methyl-1-benzothiophen-3-yl]formamido}-2-methylpropanamide